N-((3R)-7-(3,8-diazabicyclo[3.2.1]octan-3-yl)chroman-3-yl)-3-amino-6-methylthieno[2,3-b]pyridine-2-carboxamide C12CN(CC(CC1)N2)C2=CC=C1C[C@H](COC1=C2)NC(=O)C2=C(C=1C(=NC(=CC1)C)S2)N